(3-chloro-5-fluoropyridin-2-yl)(1-fluorocyclobutane) ClC=1C(=NC=C(C1)F)C1(CCC1)F